CC(CN1CC1C2=CC=CC=C2)O N,N-1,3-phenylenebismaleimide